ClC1=C(C=CC=C1OC)C1=NOC(=C1C(=O)OCC)C=1C=NN(C1C(F)(F)F)C1CC(C1)(C)O[Si](C)(C)C(C)(C)C ethyl 3-(2-chloro-3-methoxyphenyl)-5-{1-[3-[(tertbutyldimethylsilyl)oxy]-3-methylcyclobutyl]-5-(trifluoromethyl)-1H-pyrazol-4-yl}-1,2-oxazole-4-carboxylate